C(C1=CC=CC=C1)OC=1C=C(C(=O)OC[C@]2([C@@H](N3C(C[C@H]3S2)=O)C(=O)OC(C2=CC=CC=C2)C2=CC=CC=C2)C)C=CC1OCC1=CC=CC=C1 (2S,3R,5R)-benzhydryl 3-(((3,4-bis(benzyloxy)benzoyl)oxy)methyl)-3-methyl-7-oxo-4-thia-1-azabicyclo[3.2.0]heptane-2-carboxylate